C(C)(=O)N1CCC(CC1)(OCC)C=1C(N(C2=C(C(=NC(=C2C1)Cl)C)OC1CN(C1)C)C)=O 3-(1-Acetyl-4-ethoxypiperidin-4-yl)-5-chloro-1,7-dimethyl-8-((1-methylazetidin-3-yl)oxy)-1,6-naphthyridin-2(1H)-one